C(C=C)N1N(C(C2=CC=C(C=C12)Cl)=O)CC=C 1,2-diallyl-6-chloro-1,2-dihydro-3H-indazol-3-one